[N+](=O)([O-])C1C(N(C2=NC(=CC=C2C1=O)C(F)(F)F)C=1C=NC=CC1)=O 3-nitro-1-(pyridin-3-yl)-7-(trifluoromethyl)-1,8-naphthyridine-2,4(1H,3H)-dione